C(#N)C=1C=CC(=C2C=CC=NC12)N1CC=2N(N=C3C=C(C=CC23)C=2CC=NCC2)[C@@H](C1)C (R)-4-(2-(8-cyanoquinolin-5-yl)-4-methyl-1,2,3,4-tetraHydropyrazino[1,2-b]indazol-8-yl)-3,6-dihydropyridine